ClC1=CC=C(C=C1)C1=NOC(=N1)N1CCN(CC1)C(=O)NCCCN1CCC(CC1)CC1=NC=CC=C1 4-(3-(4-Chlorophenyl)-1,2,4-oxadiazol-5-yl)-N-(3-(4-(pyridin-2-ylmethyl)piperidin-1-yl)propyl)piperazine-1-carboxamide